N-[(5-bromo-2-methoxy-phenyl)methyl]-6-(7,8-dihydro-5H-1,6-naphthyridin-6-yl)-5-methyl-pyridine-3-carboxamide BrC=1C=CC(=C(C1)CNC(=O)C=1C=NC(=C(C1)C)N1CC=2C=CC=NC2CC1)OC